N,N'-bis(2,6-dibenzylphenyl)ethane-1,2-diimine C(C1=CC=CC=C1)C1=C(C(=CC=C1)CC1=CC=CC=C1)N=CC=NC1=C(C=CC=C1CC1=CC=CC=C1)CC1=CC=CC=C1